α-methyl-Aspartic acid C[C@](N)(CC(=O)O)C(=O)O